ClC1=C(C=C(C=C1)NC(=O)C1NCCC1)C(F)(F)F N-(4-chloro-3-(trifluoromethyl)phenyl)pyrrolidine-2-carboxamide